1,1'-bis[3-(trimethylammonio)propyl]-4,4'-bipyridinium C[N+](CCC[N+]1=CC=C(C=C1)C1=CC=[N+](C=C1)CCC[N+](C)(C)C)(C)C